O1C=CC2=C1C=CC(=C2)S(=O)(=O)N2CC1=C(C2)CN(C1)C([C@@H](CC)OC1=CC=CC=C1)=O (2R)-1-[5-(benzofuran-5-sulfonyl)-1H,2H,3H,4H,5H,6H-pyrrolo[3,4-c]pyrrol-2-yl]-2-phenoxybutan-1-one